C1(=CC=CC=C1)P(=O)(OC1=CC=C(C=C1)NN)C1=CC=CC=C1 p-(diphenylphosphinyloxy)phenylhydrazine